F[C@@H]1[C@H](CNC1)NC1=NC(=CC=C1)C1=CN=C2N1C=C(C=C2)C2(CC2)C(F)(F)F N-((3S,4S)-4-fluoropyrrolidin-3-yl)-6-(6-(1-(trifluoromethyl)cyclopropyl)imidazo[1,2-a]pyridin-3-yl)pyridin-2-amine